1-(3-methoxyphenyl)-1,2,4-triazole-3-carboxylic acid COC=1C=C(C=CC1)N1N=C(N=C1)C(=O)O